CC(CCl)(CCl)C 2,2-dimethyl-1,3-dichloropropane